2-(phosphono)propane-1,2,3-tricarboxylic acid P(=O)(O)(O)C(CC(=O)O)(CC(=O)O)C(=O)O